1,1-diethoxy-5,7-octadienene C(C)OC(=CCCC=CC=C)OCC